BrC=1C=NC(=NC1)C1=CC=C(CN(CC(=O)[O-])C(C2=CC=C(C=C2)NC(CC2=C(C=C(C=C2)OC)C(F)(F)F)=O)=O)C=C1 N-(4-(5-bromopyrimidin-2-yl)benzyl)-N-(4-(2-(4-methoxy-2-(trifluoromethyl)phenyl)acetamido)benzoyl)glycinate